methacryloxyethoxy hydrogen phosphate P(=O)(OOCCOC(C(=C)C)=O)(O)[O-]